D-aspartic acid methyl ester hydrochloride Cl.COC([C@H](N)CC(=O)O)=O